OC[C@@H](C)NC1=NN(C2=NC=CC(=C21)OC2=CC=C(C=C2)NC(=O)C=2C(N(N1C2COCC1)C1=CC=CC=C1)=O)CC1=CC=C(C=C1)OC (R)-N-(4-((3-((1-hydroxypropan-2-yl)amino)-1-(4-methoxybenzyl)-1H-pyrazolo[3,4-b]pyridin-4-yl)oxy)phenyl)-2-oxo-1-phenyl-2,4,6,7-tetrahydro-1H-pyrazolo[5,1-c][1,4]oxazine-3-carboxamide